NC1CCN(CC1)CCOC1=CC=C(C=C1)[C@H]1C[C@H](CN(C1)C)NC=1N=C2N(C(C1Br)=O)C=CS2 7-(((3R,5R)-5-(4-(2-(4-aminopiperidin-1-yl)ethoxy)phenyl)-1-methylpiperidin-3-yl)amino)-6-bromo-5H-thiazolo[3,2-a]pyrimidine-5-one